NC1=CC(=C(C=C1)S(=O)(=O)NC1=CC(=CC=C1)C1CC1)OCC 4-amino-N-(3-cyclopropylphenyl)-2-ethoxybenzenesulfonamide